(2-Isopropylpyridin-3-yl)-3-(trifluoromethyl)-5,6,7,8-tetrahydroimidazo[1,5-a]pyrazine C(C)(C)C1=NC=CC=C1C=1N=C(N2C1CNCC2)C(F)(F)F